Cl.C(C1=CC=CC=C1)OC[C@H](NC)C(=O)OC methyl O-benzyl-N-methyl-L-serinate hydrochloride